(2R,5R)-3-(4-aminophenethyl)-2-(1-(4-Bromophenyl)-3-(5-chloropyridin-2-yl)-1H-pyrazol-4-yl)-5-methyloxazolidin-4-one NC1=CC=C(CCN2[C@H](O[C@@H](C2=O)C)C=2C(=NN(C2)C2=CC=C(C=C2)Br)C2=NC=C(C=C2)Cl)C=C1